1-(triethoxysilylmethyl)-4-methylhexahydro-1,4-diazin-3-one C(C)O[Si](OCC)(OCC)CN1CC(N(CC1)C)=O